FC(C(=O)O)(F)F.FC(C(=O)O)(F)F.N[C@H]1CN(CCC1)C1=CC=C(C=N1)C=1C=2N(C=C(C1)OCC)N=CC2C#N (R)-4-(6-(3-aminopiperidin-1-yl)pyridin-3-yl)-6-ethoxypyrazolo[1,5-a]pyridine-3-carbonitrile bis(2,2,2-trifluoroacetate)